CC(CCCCCCCCCCCCC)OC(C)CCCCCCCCCCCCC 2-pentadecyl oxide